BrCCCCCCC(=O)OCCC12CC3CC(CC(C1)C3)C2 2-((3r,5r,7r)-adamantan-1-yl)ethyl 7-bromoheptanoate